CN(C=1N=C2C(=NC1)N(C(=C(C2=O)N2CCN(CC2)C(=O)C2=NC=NC(=C2O)C)CC)CC(=O)NC21CC(C2)(C1)C(F)(F)F)C 2-(2-(dimethylamino)-6-ethyl-7-(4-(5-hydroxy-6-methylpyrimidine-4-carbonyl)piperazin-1-yl)-8-oxopyrido[2,3-b]pyrazin-5(8H)-yl)-N-(3-(trifluoromethyl)bicyclo[1.1.1]pentan-1-yl)acetamide